NC1=CC=C(C(=C1O)Br)F 6-Amino-2-bromo-3-fluorophenol